N-(4-acetamidophenyl)-2-[2-cyano-6-(trifluoromethyl)benzimidazol-1-yl]-N-(3-thienylmethyl)acetamide C(C)(=O)NC1=CC=C(C=C1)N(C(CN1C(=NC2=C1C=C(C=C2)C(F)(F)F)C#N)=O)CC2=CSC=C2